C1(=CC=CC=C1)C1=CC=C(C=C1)C1=C(C=CC=C1)S(=O)(=O)SS(=O)(=O)C1=C(C=CC=C1)C1=CC=C(C=C1)C1=CC=CC=C1 4-phenylphenylbenzenesulfonyl sulfide